N-(2,4-dimethoxy-5-(4-(4-((6-(trifluoromethyl)pyridazin-3-yl)oxy)phenyl)piperidine-1-carbonyl)phenyl)-1-phenylmethanesulfonamide COC1=C(C=C(C(=C1)OC)C(=O)N1CCC(CC1)C1=CC=C(C=C1)OC=1N=NC(=CC1)C(F)(F)F)NS(=O)(=O)CC1=CC=CC=C1